trans-2-eicosene-1,20-dicarboxylic anhydride C1\C=C\CCCCCCCCCCCCCCCCCC(=O)OC1=O